5-methylquinolin CC1=C2C=CC=NC2=CC=C1